C(C)OC(=O)C1=NC(=NO1)Br 3-bromo-1,2,4-oxadiazole-5-carboxylic acid ethyl ester